C(C)N(C1CN(CC1)C1CC2=C(N(N=C2CC1)C1=NC=CC=C1)O)C 5-(3-(Ethyl(methyl)amino)pyrrolidin-1-yl)-2-(pyridin-2-yl)-4,5,6,7-tetrahydro-2H-indazol-3-ol